C(CC(O)(C(=O)OCC(C(C)C)C)CC(=O)OCC(C(C)C)C)(=O)OCC(C(C)C)C tri(2,3-dimethyl-1-butyl) citrate